O(C1=CC=CC=C1)C=1N=C(C2=C(N1)C=C(C=N2)CC=2C=NC=CC2)N2CCOCC2 4-(2-phenoxy-7-(pyridin-3-ylmethyl)pyrido[3,2-d]pyrimidin-4-yl)morpholine